O1C(=CC2=C1C=CC=C2)C2=CC1=C(C=C(O1)C(=O)NCC1CCNCC1)C=C2 6-(1-benzofuran-2-yl)-N-(hexahydropyridin-4-ylmethyl)-1-benzofuran-2-carboxamide